methyl (E)-4-((4-(4-amino-1-((2R,4S,5R)-4-hydroxy-5-(hydroxymethyl)-tetrahydrofuran-2-yl)-2-oxo-1,2-dihydropyrimidin-5-yl)but-3-yn-1-yl)amino)-4-oxobut-2-enoate NC1=NC(N(C=C1C#CCCNC(/C=C/C(=O)OC)=O)[C@@H]1O[C@@H]([C@H](C1)O)CO)=O